tert-butyl (3S,4R)-3-((2,5-dichloro-7H-pyrrolo[2,3-d]pyrimidin-4-yl)amino)-4-fluoropiperidine-1-carboxylate ClC=1N=C(C2=C(N1)NC=C2Cl)N[C@H]2CN(CC[C@H]2F)C(=O)OC(C)(C)C